5,7-dichloroimidazo[1,2-a]pyridine ClC1=CC(=CC=2N1C=CN2)Cl